(S)-N-methyl-aspartic acid CN[C@@H](CC(=O)O)C(=O)O